NCC1=CC=C(C=C1)COC1=CC=C(C=C1)NC(=O)NCC=1C=C2CN(C(C2=CC1)=O)C1C(NC(CC1)=O)=O 1-[4-[[4-(aminomethyl)phenyl]methoxy]phenyl]-3-[[2-(2,6-dioxo-3-piperidyl)-1-oxo-isoindolin-5-yl]methyl]urea